C(C)(C)(C)[C@@H]1CC=2C=C(C(=NC2C=2N1C=C(C(C2)=O)C(=O)OCC)O)OCC2CC2 (S)-ethyl 6-(tert-butyl)-3-(cyclopropylmethoxy)-2-hydroxy-10-oxo-6,10-dihydro-5H-pyrido[1,2-h][1,7]naphthyridine-9-carboxylate